4-methoxy-N-(3-(triethoxysilyl)propyl)benzenesulfonamide COC1=CC=C(C=C1)S(=O)(=O)NCCC[Si](OCC)(OCC)OCC